6-((2',3'-dihydro-1'H-spiro[cyclopropane-1,4'-isoquinolin]-7'-yl)amino)-1-(6-(2-hydroxypropan-2-yl)pyridin-2-yl)-1,2-dihydro-3H-pyrazolo[3,4-d]pyrimidin-3-one hydrochloride Cl.C1NCC2(C3=CC=C(C=C13)NC1=NC=C3C(=N1)N(NC3=O)C3=NC(=CC=C3)C(C)(C)O)CC2